1-((6-chloropyridin-3-yl)methyl)-3-(1-butyl-1H-indol-3-yl)-4-oxo-4H-pyrido[1,2-a]pyrimidinium ClC1=CC=C(C=N1)C[N+]1=C2N(C(C(=C1)C1=CN(C3=CC=CC=C13)CCCC)=O)C=CC=C2